CCCCCCCCCCCCCCCC n-hexadecane-d34